5-chloro-2-(4-ethoxypiperidin-1-yl)-3-nitropyridine ClC=1C=C(C(=NC1)N1CCC(CC1)OCC)[N+](=O)[O-]